Br[C@H]1CC[C@@]2([C@H]3CC[C@@]4([C@H](CC[C@H]4[C@@H]3CC=C2C1)[C@@H](CCCC(C)C)C)C)C (3S,8S,9S,10R,13R,14S,17R)-3-Bromo-17-[(1R)-1,5-dimethylhexyl]-10,13-dimethyl-2,3,4,7,8,9,11,12,14,15,16,17-dodecahydro-1H-cyclopenta[a]phenanthrene